1-propyl-1-butylpyrrolidinium chloride [Cl-].C(CC)[N+]1(CCCC1)CCCC